FC(C(C(C=C)(F)F)(F)F)(F)F heptafluoropentene